C(C1=CC=CC=C1)(=O)C1=CC(CC2=C(N1)C=CC=C2)=O 2-benzoyl-1,5-dihydro-4H-benzo[b]azepine-4-One